7-Amino-1-(4-(2-fluorophenoxy)phenyl)-3-((S)-1-((E)-3-((R)-1-methylazetidin-2-yl)acryloyl)pyrrolidin-3-yl)-1,5-dihydro-4H-pyrrolo[2,3-d]pyridazin-4-on NC1=NNC(C2=C1N(C=C2[C@H]2CN(CC2)C(\C=C\[C@@H]2N(CC2)C)=O)C2=CC=C(C=C2)OC2=C(C=CC=C2)F)=O